NC1=C(C=C(C=N1)NC(C(=O)N1C(CCC(C1)C)C=1C=C2C=CN=CC2=CC1)=O)C N-(6-Amino-5-methyl-3-pyridyl)-2-[2-(6-isoquinolyl)-5-methyl-1-piperidyl]-2-oxo-acetamide